5-(2-(4-(((5-(Trifluoromethyl)-1H-indol-2-yl)methyl)amino)butoxy)ethoxy)benzo[c][2,6]naphthyridine-8-carboxamide FC(C=1C=C2C=C(NC2=CC1)CNCCCCOCCOC1=NC2=C(C3=CN=CC=C13)C=CC(=C2)C(=O)N)(F)F